ClC1=C(C(=O)N)C=C(C=C1C1(CC1)C#N)C=1C=NN(C1)C=1N(C(=CC1Cl)C(C(F)(F)F)(F)F)C 2-chloro-5-[1-[3-chloro-1-methyl-5-(1,1,2,2,2-pentafluoroethyl)pyrrol-2-yl]pyrazol-4-yl]-(1-cyanocyclopropyl)benzamide